ClC1=CC(=C(COC2=NC=CC(=N2)N2CC=3CNCC3C2)C=C1)F 2-(2-((4-chloro-2-fluorobenzyl)oxy)pyrimidin-4-yl)-1,2,3,4,5,6-hexahydropyrrolo[3,4-c]pyrrole